N-[4-[(6-chloro-1,7-naphthyridin-4-yl)amino]phenyl]-3-(4-fluorophenyl)-1-isopropyl-2,4-dioxo-pyrimidine-5-carboxamide ClC=1C=C2C(=CC=NC2=CN1)NC1=CC=C(C=C1)NC(=O)C=1C(N(C(N(C1)C(C)C)=O)C1=CC=C(C=C1)F)=O